ClC1=CC(=C(COC2=CC=CC(=N2)C2CCN(CC2)CC2=NC3=C(N2C)C=C(C=C3O)C(=O)O)C=C1)F 2-((4-(6-((4-Chloro-2-fluorobenzyl)oxy)pyridin-2-yl)piperidin-1-yl)methyl)-4-hydroxy-1-methyl-1H-benzo[d]imidazole-6-carboxylic acid